4-(2,6-dimethylmorpholino)aniline CC1OC(CN(C1)C1=CC=C(N)C=C1)C